C1(=CC=C(C=C1)C1=NN(NC(=C1)C1=CC=C(C=C1)C#N)C1=CC=C(C=C1)C#N)C1=CC=CC=C1 4-([1,1'-biphenyl]-4-yl)-2,6-bis(4-cyanophenyl)triazine